(1r,5r)-3-(5-(benzyloxy)-2-methylbenzofuran-3-carboxamido)-9-azabicyclo[3.3.1]nonane-9-carboxylic acid tert-butyl ester C(C)(C)(C)OC(=O)N1[C@H]2CC(C[C@H]1CCC2)NC(=O)C2=C(OC1=C2C=C(C=C1)OCC1=CC=CC=C1)C